C(C)[Si](O[Si](C)(C)C)(O[Si](O[Si](C)(C)C)(C)CC)C 3,5-Diethyl-1,1,1,3,5,7,7,7-octamethyltetrasiloxane